BrC1=C(C=CC(=N1)CN1CCN(CC1)C)F 1-[(6-bromo-5-fluoro-2-pyridyl)methyl]-4-methyl-piperazine